3-chloro-2,4,6-trimethylbenzoic acid ClC=1C(=C(C(=O)O)C(=CC1C)C)C